1-methyl-3-(1H-pyrazol-4-yl)-1H-pyrrolo[3,2-b]pyridine CN1C=C(C2=NC=CC=C21)C=2C=NNC2